{[4-(4-fluorophenoxy)phenyl]formamido}acetic acid FC1=CC=C(OC2=CC=C(C=C2)C(=O)NCC(=O)O)C=C1